bicyclo[2.2.1]heptanamine C12(CCC(CC1)C2)N